6-(1,4-Diazepan-1-yl)-N-(pyridin-3-ylmethyl)pyridine-2-carboxamide N1(CCNCCC1)C1=CC=CC(=N1)C(=O)NCC=1C=NC=CC1